N,N-dimethyl-N-propylamine CN(CCC)C